tert-butyl-4-[8-(3,8-diazabicyclo[3.2.1]octan-3-yl)-4-fluoro-5,6-dimethyl-2,7-naphthyridin-3-yl]-5-ethyl-6-fluoro-naphthalen-2-ol C(C)(C)(C)C1=C(C=C(C2=C(C(=CC=C12)F)CC)C=1N=CC2=C(N=C(C(=C2C1F)C)C)N1CC2CCC(C1)N2)O